C(C)OC(C=C)=O.[Cl-].C[NH+](C)C trimethylammonium chloride ethyl-acrylate